(S)-5-(tert-butyl)-N-(2-methyl-4-(6-(2-methylmorpholino)pyrrolo[2,1-f][1,2,4]triazin-4-yl)benzyl)-1,2,4-oxadiazole-3-carboxamide C(C)(C)(C)C1=NC(=NO1)C(=O)NCC1=C(C=C(C=C1)C1=NC=NN2C1=CC(=C2)N2C[C@@H](OCC2)C)C